(S)-ethyl 2-(4-(2-(2-methylazetidin-1-yl)-6-(trifluoromethyl)pyrimidin-4-yl)piperazin-1-yl)acetate C[C@@H]1N(CC1)C1=NC(=CC(=N1)N1CCN(CC1)CC(=O)OCC)C(F)(F)F